FC(C(C(=O)C1=C(C=CC=C1)F)(F)F)(F)F 2-trifluoromethyl-trifluoroacetophenone